C(C)N(C1=CC(=CC(=C1)C)C)CC(CS(=O)(=O)O)O.[Na] sodium N-ethyl-N-(2-hydroxy-3-sulfopropyl)-3,5-dimethylaniline